N-(4-(4-amino-5-(3-fluoro-4-((4-methylpyrimidin-2-yl)oxy)phenyl)-7-methyl-7H-pyrrolo[2,3-d]pyrimidin-6-yl)phenyl)methacrylamide NC=1C2=C(N=CN1)N(C(=C2C2=CC(=C(C=C2)OC2=NC=CC(=N2)C)F)C2=CC=C(C=C2)NC(C(=C)C)=O)C